(2-amino-6-(3,4-difluoro-2-methylphenyl)imidazo[1,2-a]pyridin-3-yl)((1S,2S)-2-fluorocyclopropyl)methanone NC=1N=C2N(C=C(C=C2)C2=C(C(=C(C=C2)F)F)C)C1C(=O)[C@H]1[C@H](C1)F